The molecule is an O-acylcarnitine having (9Z)-3-hydroxyoctadecenoyl as the acyl substituent. It has a role as a metabolite. It derives from a carnitine. CCCCCCCC/C=C\\CCCCCC(CC(=O)OC(CC(=O)[O-])C[N+](C)(C)C)O